1,3,5-tris(3-dimethylaminopropyl)hexahydro-s-triazine CN(CCCN1CN(CN(C1)CCCN(C)C)CCCN(C)C)C